C(#N)C=1C=C(C=CC1)C1=NN2C(N=C(C=C2)C(=O)NOCC(C)(C)O)=C1C1=CC(=NC(=C1)C)C 2-(3-cyanophenyl)-3-(2,6-dimethyl-4-pyridinyl)-N-(2-hydroxy-2-methyl-propoxy)pyrazolo[1,5-a]pyrimidine-5-carboxamide